NC=1C=C2C(=NNC2=CC1)C(=O)NC1=CC=C(C=C1)N1CCOCC1 5-amino-N-(4-morpholinophenyl)-1H-indazole-3-carboxamide